C(C)(=O)OC1(OC(=CC1=O)C)C acetoxy-2,5-dimethyl-3(2h)furanone